3H-[1,2,3]triazolo[4,5-b]pyridin-3-yl carbonochloridate hydrochloride Cl.C(ON1N=NC=2C1=NC=CC2)(=O)Cl